bis(4-aminophenyl) telluride NC1=CC=C(C=C1)[Te]C1=CC=C(C=C1)N